N-(2,4-difluoro-3-(3-(9-(tetrahydro-2H-pyran-2-yl)-9H-purin-6-yl)pyridin-2-ylamino)phenyl)thiophene-2-carboxamide FC1=C(C=CC(=C1NC1=NC=CC=C1C1=C2N=CN(C2=NC=N1)C1OCCCC1)F)NC(=O)C=1SC=CC1